2-[1-(4-fluoro-3-methyl-phenyl)-5-hydroxy-2-isopropyl-indol-3-yl]Propionic acid FC1=C(C=C(C=C1)N1C(=C(C2=CC(=CC=C12)O)C(C(=O)O)C)C(C)C)C